C(C)N1N=C(C=C1C=1OC(=NN1)C1=CC=C(C=C1)C)C 2-(1-ethyl-3-methyl-1H-pyrazol-5-yl)-5-(4-methylphenyl)-1,3,4-oxadiazole